1,2,4-oxadiazol-5-one benzyl-bromobenzoate C(C1=CC=CC=C1)C=1C(=C(C(=O)O)C=CC1)Br.O1NC=NC1=O